Cl.Cl.NOCC(CN1CCCCC1)O 1-aminooxy-3-(1-piperidinyl)propan-2-ol dihydrochloride